2-(1-(methylsulfonyl)azetidin-3-yl)-5-(4-(trifluoromethyl)phenoxy)-1,2,3,4-tetrahydroisoquinoline CS(=O)(=O)N1CC(C1)N1CC2=CC=CC(=C2CC1)OC1=CC=C(C=C1)C(F)(F)F